8-Acetyl-2-(4,4-difluorocyclohexyl)-3,6-dimethyl-chromen-4-one C(C)(=O)C=1C=C(C=C2C(C(=C(OC12)C1CCC(CC1)(F)F)C)=O)C